C12C(CC(C=C1)C2)C2C1C=CC(C2)C1 2,2'-bi(bicyclo[2.2.1]heptan-5-ene)